1-(5-bromo-4-fluoro-2-hydroxyl-3-methylphenyl)ethan-1-one BrC=1C(=C(C(=C(C1)C(C)=O)O)C)F